ClC=1C=C2C(=NC1C1=NC=CC=N1)N(C=C2C(=O)C2C[C@H](N([C@@H](C2)C)C2=NC=C(C=C2I)F)C)CCCO [5-chloro-1-(3-hydroxypropyl)-6-(pyrimidin-2-yl)-1H-pyrrolo[2,3-b]pyridin-3-yl][(2R,6R)-1-(5-fluoro-3-iodopyridin-2-yl)-2,6-dimethylpiperidin-4-yl]methanone